{1-[1-(2,4-difluorobenzoyl)piperidin-4-yl]-3-[4-(7H-pyrrolo[2,3-d]pyrimidin-4-yl)-1H-pyrazol-1-yl]azetidin-3-yl}acetonitrile FC1=C(C(=O)N2CCC(CC2)N2CC(C2)(N2N=CC(=C2)C=2C3=C(N=CN2)NC=C3)CC#N)C=CC(=C1)F